CN(C)CCC[Si](OC)(C)C (N,N-dimethylaminopropyl)dimethylmethoxysilane